[I-].[Th+4].[I-].[I-].[I-] Thorium(IV) iodide